C(C1=CC=CC=C1)(=O)C1=CC=C(C(=O)N[C@@H]2CN(C[C@H]2NC(C2=CC=NC=C2)=O)C(=O)OC(C)(C)C)C=C1 tert-butyl (3R,4R)-3-(4-benzoylbenzamido)-4-(isonicotinamido)pyrrolidine-1-carboxylate